The molecule is an organothiophosphate insecticide and an organic thiophosphate. It has a role as an acaricide, an EC 3.1.1.7 (acetylcholinesterase) inhibitor and an agrochemical. It derives from a hydride of a 1,2,3-benzotriazine. CCOP(=S)(OCC)SCN1C(=O)C2=CC=CC=C2N=N1